C(C)(C)(C)NC(=O)NC1=NC2=NC(=CC=C2C=C1C1=CC(=CC(=C1)OC)OC)Cl 1-(tert-butyl)-3-(7-chloro-3-(3,5-dimethoxyphenyl)-1,8-naphthyridin-2-yl)urea